2-Methyl-N1-(5-(methylthio)pyrimidin-2-yl)-N1-(5-(5-(trifluoromethyl)-1H-pyrazol-4-yl)pyrazin-2-yl)propane-1,3-diamine CC(CN(C1=NC=C(N=C1)C=1C=NNC1C(F)(F)F)C1=NC=C(C=N1)SC)CN